BrCC=1C(=NN(C1Cl)C)C 4-(bromomethyl)-5-chloro-1,3-dimethyl-1H-pyrazole